3-((2S)-3-(8-(4'-(aminomethyl)-6-methylbiphenyl-3-ylsulfonyl)-1-oxa-8-azaspiro[4.5]decan-3-ylamino)-2-hydroxypropoxy)-N-methylbenzenesulfonamide NCC1=CC=C(C=C1)C1=CC(=CC=C1C)S(=O)(=O)N1CCC2(CC(CO2)NC[C@@H](COC=2C=C(C=CC2)S(=O)(=O)NC)O)CC1